N1(CCOCC1)C1OC2=C(C=CC=C2C=C1)C1=CC=CC=2SC3=CC=CC=C3OC12 2-Morpholin-4-yl-8-phenoxathiin-4-ylchromen